N-(8,9-difluoro-4,6-dioxo-1,4,5,6-tetrahydro-2H-pyrano[3,4-c]isoquinolin-1-yl)-5,6-difluoro-N-methyl-1H-indole-2-carboxamide FC=1C(=CC=2C3=C(NC(C2C1)=O)C(OCC3N(C(=O)C=3NC1=CC(=C(C=C1C3)F)F)C)=O)F